C(N)(=O)CCCC 4-carbamoylbutan